CC1=NN(C(=C1)C)C=1N=C(C2=C(N1)N(C=C2)C)NC2=CC(=C(C=C2)F)Cl 2-(3,5-dimethyl-1H-pyrazol-1-yl)-7-methyl-N-(3-chloro-4-fluorophenyl)-7H-pyrrolo[2,3-d]pyrimidin-4-amine